C1(CC1)NC=1C=C2C(=CC=NC2=CC1F)OC1=C(C=C(C=C1F)NC(C1=CN=CC=C1OC)=O)F N-(4-((6-(cyclopropylamino)-7-fluoroquinolin-4-yl)oxy)-3,5-difluorophenyl)-4-methoxynicotinamide